[Ag+].[O-2].[Fe+2] iron oxide silver